2-methylhexanoic acid ammonium [NH4+].CC(C(=O)O)CCCC